C(C(=C)C)(=O)OCCOP(OCCOC(C(=C)C)=O)(O)=O phosphoric acid di(methacryloyloxyethyl) ester